N'-(2,5-Dimethyl-4-{3-[(2,2,3,3-tetrafluoropropyl)sulfanyl]phenoxy}phenyl)-N-ethyl-N-methylimidoformamid CC1=C(C=C(C(=C1)OC1=CC(=CC=C1)SCC(C(F)F)(F)F)C)N=CN(C)CC